C1(CC1)CC=1C=C(C(NN1)=O)O 6-(cyclopropylmethyl)-4-hydroxy-2,3-dihydropyridazin-3-one